(1S,3R)-3-((6-((R)-1-Hydroxyethyl)-8-(isopropylamino)pyrido[3,4-d]pyrimidin-2-yl)amino)cyclopentane-1-carboxylic acid O[C@H](C)C1=CC2=C(N=C(N=C2)N[C@H]2C[C@H](CC2)C(=O)O)C(=N1)NC(C)C